16-Heneicosenoic acid C(CCCCCCCCCCCCCCC=CCCCC)(=O)O